C(C)(=O)N1CC2(C1)C(CCC2)CC(=O)N2C(CC(C2)F)C(=O)NC(C2=CC=C(C=C2)C(C)C)C2=CC=CC=C2 1-(2-{2-acetyl-2-azaspiro[3.4]oct-5-yl}acetyl)-4-fluoro-N-{phenyl-[4-(propan-2-yl)phenyl]methyl}pyrrolidine-2-carboxamide